FC1=CC=C(C=C1)C1(CC1)O 1-(4-fluorophenyl)cyclopropyl alcohol